methyl 3-bromo-2-(2,2-dimethylpropanoylamino)-4-methoxy-benzoate BrC=1C(=C(C(=O)OC)C=CC1OC)NC(C(C)(C)C)=O